C1(=CC=CC=C1)S(=O)(=O)NC(CC=1C=C(C(=NO)N)C=CC1)C=1SC2=C(N1)C=CC(=C2)OCC(C)C 3-[2-(benzenesulfonamido)-2-(6-isobutoxy-1,3-benzothiazol-2-yl)ethyl]-N'-hydroxy-benzamidine